COC1=CC=C(C=C1)NC1=NC(=NC=C1C(CC(=O)OCC)=O)SC ethyl 3-{4-[(4-methoxyphenyl)amino]-2-(methylsulfanyl)pyrimidin-5-yl}-3-oxopropanoate